ClC1=C(C=2N=C(N=C(C2C=N1)N1CC2CCC(C1)N2C(=O)OC(C)(C)C)OCC2(CC2)CN2CCOCC2)F tert-butyl 3-(7-chloro-8-fluoro-2-{[1-(morpholin-4-ylmethyl)cyclopropyl]methoxy}pyrido[4,3-d]pyrimidin-4-yl)-3,8-diazabicyclo[3.2.1]octane-8-carboxylate